2,2-dimethyl-4-(3-((2-((3-methyl-1-(8-methyl-8-azabicyclo[3.2.1]octan-3-yl)-1H-pyrazol-4-yl)amino)-5-(trifluoromethyl)pyrimidin-4-yl)amino)propyl)-1,4-oxazepan-3-one CC1(OCCCN(C1=O)CCCNC1=NC(=NC=C1C(F)(F)F)NC=1C(=NN(C1)C1CC2CCC(C1)N2C)C)C